phenyl-(thiazol-2-yl)methanol C1(=CC=CC=C1)C(O)C=1SC=CN1